C(C)N(C(CCOCCCCCCC)=O)CC N,N-diethyl-β-heptoxypropionamide